2-nitro-1-(1-trityl-1H-imidazol-4-yl)ethan-1-ol [N+](=O)([O-])CC(O)C=1N=CN(C1)C(C1=CC=CC=C1)(C1=CC=CC=C1)C1=CC=CC=C1